BrCCC(=C/C=C/C(=C)C)C (E)-8-bromo-2,6-dimethyl-1,5-octadienene